N-(5,5-dimethyl-6,7-dihydropyrrolo[1,2-a]imidazol-2-yl)-4-methyl-3-[2-(3-pyridyl)ethynyl]benzamide CC1(CCC=2N1C=C(N2)NC(C2=CC(=C(C=C2)C)C#CC=2C=NC=CC2)=O)C